C1SC=C2C1=CC(=C2)O cyclopenta[c]thiophen-5-ol